C(C)(C)(C)OC(=O)N1C(N(C2=C1C=CC=C2)C=2C=C1C(=NC2)OCCO1)=O 3-(2,3-dihydro-[1,4]dioxino[2,3-b]pyridin-7-yl)-2-oxo-2,3-dihydro-1H-benzo[d]imidazole-1-carboxylic acid tert-butyl ester